(+/-)-trans-methyl 3-((2-(5-fluoro-1-tosyl-1H-pyrrolo[2,3-b]pyridin-3-yl)-6-(4-morpholinophenyl)pyrimidin-4-yl)amino)bicyclo[2.2.2]octane-2-carboxylate FC=1C=C2C(=NC1)N(C=C2C2=NC(=CC(=N2)NC2C(C1CCC2CC1)C(=O)OC)C1=CC=C(C=C1)N1CCOCC1)S(=O)(=O)C1=CC=C(C)C=C1